2,2,3,3,3-pentafluoropropyl α-fluoroacrylate FC(C(=O)OCC(C(F)(F)F)(F)F)=C